FC1([C@@H](CN(C1)C1COC1)NC1=NN2C(C(=N1)OC)=C(C(=C2)F)C=2C=CC1=C(N(N=N1)CCF)C2)F (R)-N-(4,4-difluoro-1-(oxetan-3-yl)pyrrolidin-3-yl)-6-fluoro-5-(1-(2-fluoroethyl)-1H-benzo[d][1,2,3]triazol-6-yl)-4-methoxypyrrolo[2,1-f][1,2,4]triazin-2-amine